ClC1=C(C=CC=C1C1=C(C(=NC=C1)C1=CC(=C(C=C1)CNC(C)C)OC)Cl)C1=CC=C(C(=N1)OC)CNC(C)C N-((6-(2-Chloro-3-(3-chloro-2-(4-((isopropylamino)methyl)-3-methoxyphenyl)pyridin-4-yl)phenyl)-2-methoxypyridin-3-yl)methyl)propan-2-amine